CS(=O)(=O)OCC1CC1 1-(cyclopropyl)methyl methanesulfonate